N-((1S,3S)-3-((6-amino-5-(4-phenoxyphenyl)pyrimidin-4-yl)amino)cyclopentyl)acrylamide NC1=C(C(=NC=N1)N[C@@H]1C[C@H](CC1)NC(C=C)=O)C1=CC=C(C=C1)OC1=CC=CC=C1